(3S,4R)-N-[5-chloro-7-(2-methylpropyl)imidazo[4,3-f][1,2,4]triazin-2-yl]-3-fluoropiperidin-4-amine hydrochloride Cl.ClC=1N=C(N2N=C(N=CC21)N[C@H]2[C@H](CNCC2)F)CC(C)C